2-(methoxymethoxy)-5-(4,4,5,5-tetramethyl-1,3,2-dioxaborolan-2-yl)-N-(2,4,4-trimethylpentan-2-yl)benzamide COCOC1=C(C(=O)NC(C)(CC(C)(C)C)C)C=C(C=C1)B1OC(C(O1)(C)C)(C)C